8-methacryloyloxymethyl-6-nitro-1',3',3'-trimethylspiro[2H-1-benzothiopyran-2,2'-indoline] C(C(=C)C)(=O)OCC1=CC(=CC=2C=CC3(N(C4=CC=CC=C4C3(C)C)C)SC21)[N+](=O)[O-]